5-[(3R,5S)-3-[[4-(3-amino-1-piperidinyl)phenyl]methylamino]-5-methyl-1-piperidinyl]quinoline-8-carbonitrile NC1CN(CCC1)C1=CC=C(C=C1)CN[C@H]1CN(C[C@H](C1)C)C1=C2C=CC=NC2=C(C=C1)C#N